D-Alanine tertiary butyl ester C(C)(C)(C)OC([C@H](N)C)=O